FC(C(C)(C)O)(F)C=1C(=C(C=CC1)[C@@H](C)NC=1C2=C(N=C(N1)C)N=CC(=C2)N2CC1N(C(C2)C1)C(C)=O)F 1-{3-[4-({(1R)-1-[3-(1,1-difluoro-2-hydroxy-2-methylpropyl)-2-fluorophenyl]ethyl}amino)-2-methylpyrido[2,3-d]pyrimidin-6-yl]-3,6-diazabicyclo[3.1.1]hept-6-yl}ethan-1-one